CN1N=NC(=C1NC(O[C@H](C)C=1C(=NC=C(C1)F)Cl)=O)C=1C=CC2=C(OC(C(N2)=O)C(F)(F)F)N1 (R)-1-(2-chloro-5-fluoropyridin-3-yl)ethyl (1-methyl-4-(2-oxo-3-(trifluoromethyl)-2,3-dihydro-1H-pyrido[2,3-b][1,4]oxazin-6-yl)-1H-1,2,3-triazol-5-yl)carbamate